tert-butyl (R)-4-(2-(3-(3-(((4-isopropylbenzyl)oxy)carbonyl)piperidin-1-yl)phenoxy)-2-methylpropanoyl)piperazine-1-carboxylate C(C)(C)C1=CC=C(COC(=O)[C@H]2CN(CCC2)C=2C=C(OC(C(=O)N3CCN(CC3)C(=O)OC(C)(C)C)(C)C)C=CC2)C=C1